FC(C=1C=CC(=NC1)CN)(F)F [5-(trifluoromethyl)pyridin-2-yl]methanamine